C(C)(C)(C)OC(=O)N1C2C(C(C1)C2)N(C(=O)OC(C)(C)C)C2=C(C(=NC1=C(C(=C(C=C21)I)Br)F)OC[C@H]2N(CCC2)C)[N+](=O)[O-] 5-((7-bromo-8-fluoro-6-iodo-2-(((S)-1-methylpyrrolidin-2-yl)methoxy)-3-nitroquinolin-4-yl)(tert-butoxycarbonyl)amino)-2-azabicyclo[2.1.1]Hexane-2-carboxylic acid tert-butyl ester